CC1(C=C(CCC1)C1=NC=CC2=CN=C(C=C12)NC1=CC=C(C=C1)S(=O)(=O)C)O 1-methyl-3-(7-((4-(methylsulfonyl)phenyl)amino)-2,6-naphthyridin-1-yl)cyclohex-2-en-1-ol